C(C=C)N1C(=NC2=CC=CC=C2C1=O)S 3-allyl-2-mercapto-3H-quinazolin-4-one